BrC=1SC=2N=C(N=C(C2N1)N1C[C@H]2CC[C@@H](C1)N2C(=O)OC(C)(C)C)OCC21CCCN1CCC2 tertbutyl (1R,5S)-3-{2-bromo-5-[(tetrahydro-1H-pyrrolizin-7a(5H)-yl)methoxy][1,3]thiazolo[5,4-d]pyrimidin-7-yl}-3,8-diazabicyclo[3.2.1]octane-8-carboxylate